OC1CC(C)(C)C(=C(C1=O)C)\C=C\C(\C)=C\C=C\C(\C)=C\C=C\C=C(/C)\C=C\C=C(/C)\C=C\C=C(/C)\CCC=C(C)C 3-hydroxy-4-keto-γ-carotene